C(C)(=O)N(C1=C(C=C(C=C1)C1=CC=C(C=N1)C(=O)NCC=1C=NC(=CC1)C(F)F)Cl)CC1CC1 6-[4-[acetyl(cyclopropylmethyl)amino]-3-chloro-phenyl]-N-[[6-(difluoromethyl)-3-pyridyl]methyl]pyridine-3-carboxamide